(R)-4-((3-aminopiperidin-1-yl)methyl)-N-(5-(4-morpholino-7H-pyrrolo[2,3-d]pyrimidin-6-yl)pyrimidin-2-yl)picolinamide N[C@H]1CN(CCC1)CC1=CC(=NC=C1)C(=O)NC1=NC=C(C=N1)C1=CC2=C(N=CN=C2N2CCOCC2)N1